Cl.N[C@@H](CS)C(=O)OCC ethyl L-cysteinate hydrochloride